NC1(CCOCC1)C(=O)N1CCN(CC1)C1=C(C(=C(C(=N1)SC(C(=O)N)C1=CC=CC=C1)C#N)CC)C#N 2-((6-(4-(4-aminotetrahydro-2H-pyran-4-carbonyl)piperazin-1-yl)-3,5-dicyano-4-ethylpyridin-2-yl)thio)-2-phenylacetamide